2,2'-difluoro-6'-hydroxy-[1,1'-biphenyl]-4-sulfonamide FC1=C(C=CC(=C1)S(=O)(=O)N)C1=C(C=CC=C1O)F